NC1=C(C(=NN1C1=C(C(=CC=C1)F)F)C1=CC=C(C=C1)CNC(C1=C(C=CC=C1)OC)=O)C#N N-[[4-[5-amino-4-cyano-1-(2,3-difluorophenyl)pyrazol-3-yl]phenyl]methyl]-2-methoxy-benzamide